The molecule is an amino disaccharide consisting of N-acetyl-D-glucosamine having an alpha-L-fucosyl residue attached at the 3-position. It is an amino disaccharide and a glucosamine oligosaccharide. C[C@H]1[C@H]([C@H]([C@@H]([C@@H](O1)O[C@H]2[C@@H]([C@H](OC([C@@H]2NC(=O)C)O)CO)O)O)O)O